OC1=C(C(=CC(=C1S(=O)(=O)NC(CC=1OC=CC1)=O)CCCCC)O)C1CCCC(=C1)C N-((2,6-dihydroxy-5'-methyl-4-pentyl-1',2',3',4'-tetrahydro-[1,1'-biphenyl]-3-yl)sulfonyl)-2-(furan-2-yl)acetamide